C(C1=CC=CC=C1)SC=1C=C(C=C(C1)Br)N1CCOCC1 4-(3-(benzylthio)-5-bromophenyl)morpholine